[OH-].BrC(CCC(Br)(Br)Br)[NH3+] tetrabromobutyl-ammonium hydroxide